3-Methyl-N-[3-(methylsulfonyl)propyl]-2-nitroaniline CC=1C(=C(NCCCS(=O)(=O)C)C=CC1)[N+](=O)[O-]